(S)-(4-(2,2-difluoro-7-((5-methoxy-7-methyl-1H-indol-4-yl)methyl)-7-azaspiro[3.5]nonan-6-yl)phenyl)(3-(trifluoromethyl)azetidin-1-yl)methanone FC1(CC2(C1)C[C@H](N(CC2)CC2=C1C=CNC1=C(C=C2OC)C)C2=CC=C(C=C2)C(=O)N2CC(C2)C(F)(F)F)F